(25R)-5beta-spirostane C[C@H]1[C@H]2[C@H](C[C@H]3[C@@H]4CC[C@@H]5CCCC[C@]5(C)[C@H]4CC[C@]23C)O[C@]12CC[C@@H](C)CO2